N-(1-methylindazol-7-yl)-1-[4-(2-oxo-1,3-oxazolidin-3-yl)pyridin-2-yl]pyrazole-4-sulfonamide CN1N=CC2=CC=CC(=C12)NS(=O)(=O)C=1C=NN(C1)C1=NC=CC(=C1)N1C(OCC1)=O